1-(5-{2-[1-(2-Ethoxy-ethyl)-5-methyl-1H-pyrazol-4-ylamino]-oxazol-5-yl}-pyridin-2-yl)-imidazolidin-2-one C(C)OCCN1N=CC(=C1C)NC=1OC(=CN1)C=1C=CC(=NC1)N1C(NCC1)=O